(2,7-di-tert-butyl-fluorenyl)-tert-butylamino-zirconium C(C)(C)(C)C1=C(C=2CC3=CC(=CC=C3C2C=C1)C(C)(C)C)[Zr]NC(C)(C)C